FC(C1=CC=C(C=C1)S(=O)(=O)N1CC2(CN(CC2)C(=O)OCC2=CC=CC=C2)C2=CC=CC=C12)F benzyl 1-[4-(difluoromethyl)benzenesulfonyl]-1,2-dihydrospiro[indole-3,3'-pyrrolidine]-1'-carboxylate